CN(/C=C(/C(=O)C1=C(C(=CC(=C1)F)F)F)\C)C (E)-3-(dimethylamino)-2-methyl-1-(2,3,5-trifluorophenyl)prop-2-en-1-one